tert-butyl 3-(4-cyano-3,5-difluorophenyl)propionate C(#N)C1=C(C=C(C=C1F)CCC(=O)OC(C)(C)C)F